O1CCC=2C(=NC=CC21)NCC=2C=C(C(=O)N)C=CC2 3-(((2,3-dihydrofuro[3,2-c]pyridin-4-yl)amino)methyl)benzamide